BrC=1SC(=CN1)C=1C=C2C=CN=CC2=CC1 2-bromo-5-(isoquinolin-6-yl)thiazole